tert-butyl-(prop-1-eN-1-yloxy)silane C(C)(C)(C)[SiH2]OC=CC